CO[C@@H]1CN(C[C@@H]1C)C1=NC2=CC=CC=C2C=C1C1NC(=CC=C1)C 2-[2-[(3S,4S)-3-methoxy-4-methyl-pyrrolidin-1-yl]-3-quinolinyl]-6-methyl-1H-pyridine